Cl.FC1=C(C(=O)N)C(=CC(=C1)F)F 2,4,6-trifluorobenzamide hydrochloride